2-(3-morpholinophenylamino)thiophen tert-butyl-3-[7-bromo-2-[[cis-2-(dimethylamino)cyclobutyl]methoxy]-8-fluoro-quinazolin-4-yl]-3,8-diazabicyclo[3.2.1]octane-8-carboxylate C(C)(C)(C)OC(=O)N1C2CN(CC1CC2)C2=NC(=NC1=C(C(=CC=C21)Br)F)OC[C@H]2[C@H](CC2)N(C)C.O2CCN(CC2)C=2C=C(C=CC2)NC=2SC=CC2